N1CC(C1)C1=CC=C(C=C1)N1C(CCC1)C(=O)N 1-[4-(azetidin-3-yl)phenyl]pyrrolidine-2-carboxamide